(2s,4r)-4-cyano-2-methyl-pyrrolidine-1-carboxylic acid tert-butyl ester C(C)(C)(C)OC(=O)N1[C@H](C[C@H](C1)C#N)C